6-hydroxy-4-({2-[4-(methylsulfonyl)phenyl]thiazol-5-yl}methyl)-5-oxo-4,5-dihydrothieno[3,2-b]pyridine-7-carboxylic acid OC1=C(C2=C(N(C1=O)CC1=CN=C(S1)C1=CC=C(C=C1)S(=O)(=O)C)C=CS2)C(=O)O